C[C@@H]1CN(C[C@H]2N1C[C@@H](C2)NC2=CC=C1C(=N2)CN[C@H]1C)C1=C2C=CC=NC2=C(C=C1)C#N 5-[(4R,7R,8aS)-4-methyl-7-[[(5S)-5-methyl-6,7-dihydro-5H-pyrrolo[3,4-b]pyridin-2-yl]amino]-3,4,6,7,8,8a-hexahydro-1H-pyrrolo[1,2-a]pyrazin-2-yl]quinoline-8-carbonitrile